5-((1-(6-chloro-3-methyl-1H-indole-2-carbonyl)piperidin-4-yl)ethynyl)-2-(2,6-dioxopiperidin-3-yl)isoindoline-1,3-dione ClC1=CC=C2C(=C(NC2=C1)C(=O)N1CCC(CC1)C#CC=1C=C2C(N(C(C2=CC1)=O)C1C(NC(CC1)=O)=O)=O)C